NCC1=CC=C(C=C1)CSC1=CC(=NN1C(=O)C=1N=CSC1)C1C(N(C1C(F)(F)F)S(=O)(=O)N(C)C)=O 3-[5-({[4-(aminomethyl)phenyl]methyl}sulfanyl)-1-(1,3-thiazole-4-carbonyl)-1H-pyrazol-3-yl]-N,N-dimethyl-2-oxo-4-(trifluoromethyl)azetidine-1-sulfonamide